1-(1-(7,8-difluoro-1-oxo-1,2-dihydroisoquinolin-4-yl)ethyl)-3-phenyl-1-ethylurea FC1=CC=C2C(=CNC(C2=C1F)=O)C(C)N(C(=O)NC1=CC=CC=C1)CC